(S)-7-(7-Amino-5,7-dihydrospiro[cyclopenta[c]pyridine-6,4'-piperidine]-1'-yl)-3-(2,3-dichlorophenyl)quinazoline-2,4(1H,3H)-dione N[C@@H]1C=2C=NC=CC2CC12CCN(CC2)C2=CC=C1C(N(C(NC1=C2)=O)C2=C(C(=CC=C2)Cl)Cl)=O